3-(3,4-dimethoxyphenyl)acrylic acid COC=1C=C(C=CC1OC)C=CC(=O)O